ClC=1C=C(\C=C\2/C(NC3=CC=C(C=C23)F)=O)C=CC1 (Z)-3-(3-chlorobenzylidene)-5-fluoroindolin-2-one